(4R)-4-benzyl-3-[2-(2-fluorophenyl)acetyl]-1,3-oxazolidin-2-one C(C1=CC=CC=C1)[C@H]1N(C(OC1)=O)C(CC1=C(C=CC=C1)F)=O